3-([[3-(2-[2-[(1-methanesulfonyl-pyrrol-3-yl)formamido]acetamido]-1,3-thiazol-4-yl)-[1,1-biphenyl]-3-yl]methyl]carbamoyl)azetidin CS(=O)(=O)N1C=C(C=C1)C(=O)NCC(=O)NC=1SC=C(N1)C1(CC(=CC=C1)C1=CC=CC=C1)CNC(=O)C1CNC1